[(2R,3R,4S,5R)-3-benzoyloxy-4-fluoro-5-[6-(isopropylamino)-2-(trifluoromethyl)purin-9-yl]tetrahydrofuran-2-yl]methyl benzoate C(C1=CC=CC=C1)(=O)OC[C@H]1O[C@H]([C@H]([C@@H]1OC(C1=CC=CC=C1)=O)F)N1C2=NC(=NC(=C2N=C1)NC(C)C)C(F)(F)F